(1RS,2SR,8RS)-2-(8-ISOPROPYL-6-METHYL-BICYCLO[2.2.2]OCT-5-EN-2-YL)-1,3-DIOXOLANE tantalum-titanium [Ti].[Ta].C(C)(C)[C@H]1C[C@@H]2[C@H](CC1C=C2C)C2OCCO2 |r|